(4-(5-fluoro-2-methyl-4-oxoquinazolin-3(4H)-yl)phenyl)thioacetamide Lithium aluminum germanium phosphorus [P].[Ge].[Al].[Li].FC1=C2C(N(C(=NC2=CC=C1)C)C1=CC=C(C=C1)CC(=S)N)=O